C(C=C)(=O)N1CCN(CC1)C1=C(C=C(C=C1)[C@H](C)NC=1N=CC2=C(N1)N(C(C=C2)=O)[C@@H](C)C(C)C)F 2-({(1S)-1-[4-(4-propenoylpiperazin-1-yl)-3-fluorophenyl]ethyl}amino)-8-[(2S)-3-methylbutan-2-yl]pyrido[2,3-d]pyrimidin-7(8H)-one